O=C1NC(CCC1C1=CC(=C(C=C1)C1(CCC(CC1)CC=O)F)F)=O 4-[4-(2,6-dioxopiperidin-3-yl)-2-fluorophenyl]-4-fluorocyclohexyl-acetaldehyde